COC=1C=C(C=2N(C1)N=CC2)C=2C=CC(=NC2)N2CCN(CC2)C(C#CC2=CC=CC=C2)=O 1-(4-(5-(6-methoxypyrazolo[1,5-a]pyridin-4-yl)pyridin-2-yl)piperazin-1-yl)-3-phenylpropan-2-yn-1-one